C(N)(=N)C1=CC2=C(S1)C=CC=C2NC(C(C)(C)OC2=CC=C(C=C2)Cl)=O N-(2-carbamimidoylbenzo[b]thiophen-4-yl)-2-(4-chlorophenoxy)-2-methylpropanamide